dibenzylphosphonamidate C(C1=CC=CC=C1)N(P([O-])=O)CC1=CC=CC=C1